tert-butyl 4-(6-{2-methyl-4-oxopyrazolo[4,3-c]pyridin-5-yl}-1-oxoisoquinolin-2-yl)piperidine-1-carboxylate CN1N=C2C(C(N(C=C2)C=2C=C3C=CN(C(C3=CC2)=O)C2CCN(CC2)C(=O)OC(C)(C)C)=O)=C1